C1=NC(=CC2=CC=CC=C12)C[C@H](N)C(=O)O 3-(3-isoquinolinyl)-L-alanine